[(2S,3S)-2,3-bis(benzyloxy)pent-4-en-1-yl][(2,4-dimethoxyphenyl)methyl]amine C(C1=CC=CC=C1)O[C@@H](CNCC1=C(C=C(C=C1)OC)OC)[C@H](C=C)OCC1=CC=CC=C1